CC1=NN(C(=C1C(F)(F)F)C(=O)O)CC12CC(C1)(C2)C(F)(F)F 3-methyl-4-(trifluoromethyl)-1-((3-(trifluoromethyl)bicyclo[1.1.1]pentan-1-yl)methyl)-1H-pyrazole-5-carboxylic acid